P(O)(N)OC[C@@H]1[C@H]([C@H]([C@@H](O1)C1=CNC(=O)NC1=O)O)O Pseudouridine phosphoramidite